(3R,7R)-2-(4-chloro-3-(trifluoromethyl)benzoyl)-3,7-dimethyl-9-(1-(2-oxo-1,2-dihydropyridin-4-yl)ethyl)-1,2,3,4,8,9-hexahydropyrido[4',3':3,4]pyrazolo[1,5-a]pyrazin-10(7H)-one ClC1=C(C=C(C(=O)N2CC=3C(=NN4C3C(N(C[C@H]4C)C(C)C4=CC(NC=C4)=O)=O)C[C@H]2C)C=C1)C(F)(F)F